COCC[C@H](N)C(=O)OC(C)(C)C Tert-Butyl O-methylhomoserinate